2-(3-((6-chloro-4-methoxypyridin-3-yl)carbamoyl)-3-(2-isopropylphenyl)azetidin-1-yl)acetic acid ClC1=CC(=C(C=N1)NC(=O)C1(CN(C1)CC(=O)O)C1=C(C=CC=C1)C(C)C)OC